tert-butyl 4-((4-((3-ethynylphenyl)amino)-7-methoxy-5-nitroquinazolin-6-yl)oxy)piperidine-1-carboxylate C(#C)C=1C=C(C=CC1)NC1=NC=NC2=CC(=C(C(=C12)[N+](=O)[O-])OC1CCN(CC1)C(=O)OC(C)(C)C)OC